N1=CC(=CC=C1)C=1C=C(C=C(C1)C=1C=NC=CC1)C1=CC(=CC=C1)C1=CC(=CC(=C1)C=1C=NC=CC1)C=1C=NC=CC1 3,3'',5,5''-tetra(3-pyridyl)-1,1':3',1''-terphenyl